(3aR,4R,6R,6aR)-6-(2-diethoxyphosphorylethyl)-4-methoxy-2,2-dimethyl-3a,4,6,6a-tetrahydrofuro[3,4-d][1,3]dioxole C(C)OP(=O)(OCC)CC[C@H]1O[C@H]([C@H]2[C@@H]1OC(O2)(C)C)OC